[Al].C(C)OC(C)=O.C(C)(C)O[Al]OC(C)C diisopropoxyaluminum ethylacetate Aluminum